Methyl 5-(2,6-difluorophenyl)-1,6-dihydropyrazolo[4,3-d]pyrido[4,3-f][1,3]diazepine-9-carboxylate FC1=C(C(=CC=C1)F)C=1NC2=C(C3=C(N1)C=NN3)C=C(N=C2)C(=O)OC